(dimethylvinyl-siloxy)silane CC(=C[SiH2]O[SiH3])C